[Mg+2].P(=O)([O-])([O-])[O-].[NH4+].[Mg+2] magnesium ammonium phosphate magnesium